CCCCCC[Si] N-hexylsilane